ClC=1C(=C(OC=2C=[N+](C=C(C2[N+](=O)[O-])C)[O-])C=CC1)C(=O)OC 3-(3-chloro-2-(methoxycarbonyl)phenoxy)-5-methyl-4-nitropyridine 1-oxide